6-chloro-2-(2-fluorobenzyl)-5-(2-methoxyphenoxy)pyrimidin-4-amine ClC1=C(C(=NC(=N1)CC1=C(C=CC=C1)F)N)OC1=C(C=CC=C1)OC